4-(4-(6-(((1R,3s,5S)-1,5-dimethyl-8-azabicyclo[3.2.1]octan-3-yl)(methyl)amino)pyridazin-3-yl)-2-fluoro-5-hydroxyphenyl)-1-methylpyridin-2(1H)-one C[C@]12CC(C[C@](CC1)(N2)C)N(C2=CC=C(N=N2)C2=CC(=C(C=C2O)C2=CC(N(C=C2)C)=O)F)C